glycidyl-cyclotetrasiloxane C(C1CO1)[SiH]1O[SiH2]O[SiH2]O[SiH2]O1